C1(CC1)OC1=CC(=C(C=C1NC1=NC=CC(=N1)N1C(N2CCCC3=CC=CC1=C23)=O)NC(C=C)=O)N(C)CCN(C)C N-(4-cyclopropoxy-2-((2-(dimethylamino)ethyl)(methyl)amino)-5-((4-(2-oxo-5,6-dihydro-4H-imidazo[4,5,1-ij]quinolin-1(2H)-yl)pyrimidin-2-yl)amino)phenyl)acrylamide